COC1=CC=C(C=N1)C1(CCC1)O 1-(6-methoxypyridin-3-yl)cyclobutan-1-ol